C(CCCCN)N 1,5-pentandiamine